C1N(CCC2=CC=CC=C12)C[C@H](CN1C(C=2C=CC(=NC2CC1)OC1CCN(CC1)CCOC)=O)O 6-[(2R)-3-(3,4-dihydro-1H-isoquinolin-2-yl)-2-hydroxypropyl]-2-[[1-(2-methyloxyethyl)-4-piperidinyl]oxy]-7,8-dihydro-1,6-naphthyridin-5-one